(R)-5,8,8-trimethyl-5-(3-(methyl(pyrimidin-2-yl)amino)phenyl)-5,8,9,10-tetrahydrobenzo[b][1,8]naphthyridin-6(7H)-one C[C@@]1(C2=C(NC=3N=CC=CC13)CC(CC2=O)(C)C)C2=CC(=CC=C2)N(C2=NC=CC=N2)C